5-(difluoromethyl)-1-(2-trimethylsilylethoxymethyl)pyrazole-3-carbonitrile FC(C1=CC(=NN1COCC[Si](C)(C)C)C#N)F